COC1=CC=C(C=C1)CC(CC)O 1-(p-methoxyphenyl)-2-butanol